N,N-bis(2-aminopropyl)-N-methylamine NC(CN(C)CC(C)N)C